N(=[N+]=[N-])C1=CC(=NC=C1)C1=NN=NN1C 4-azido-2-(1-methyl-1H-tetrazol-5-yl)pyridine